chlorotri(pyrrolidino)phosphonium hexafluorophosphate F[P-](F)(F)(F)(F)F.Cl[P+](N1CCCC1)(N1CCCC1)N1CCCC1